C(C=C)(=O)OC1=C(C(=CC=C1)O)O dihydroxyphenyl acrylate